tris[4,4'-bis(2-(4-pyridyl)vinyl)-2,2'-bipyridyl] iron (II) [Fe+2].N1=CC=C(C=C1)C=CC1=CC(=NC=C1)C1=NC=CC(=C1)C=CC1=CC=NC=C1.N1=CC=C(C=C1)C=CC1=CC(=NC=C1)C1=NC=CC(=C1)C=CC1=CC=NC=C1.N1=CC=C(C=C1)C=CC1=CC(=NC=C1)C1=NC=CC(=C1)C=CC1=CC=NC=C1